ClC1=C(C=CC=C1)[C@H]([C@@H](C)C=1N(C(C(=C(N1)C(=O)NC=1C=NOC1)O)=O)C)N1C=NC(=C1)C 2-((1S,2R)-1-(2-chlorophenyl)-1-(4-methyl-1H-imidazol-1-yl)propan-2-yl)-5-hydroxy-N-(isoxazol-4-yl)-1-methyl-6-oxo-1,6-dihydropyrimidine-4-carboxamide